CN(C1CCN(CC1)C(=O)N1CC(C2=NC(=CC=C21)C)(C)C)CC2=CC=NC=C2 (4-(methyl(pyridin-4-ylmethyl)amino)piperidin-1-yl)(3,3,5-trimethyl-2,3-dihydro-1H-pyrrolo[3,2-b]pyridin-1-yl)methanone